4-((4-Hydroxybicyclo[2.2.2]octan-1-yl)amino)-N-(4-(4-methylpiperazin-1-yl)phenyl)-2-oxo-1,2-dihydropyridine-3-carboxamide OC12CCC(CC1)(CC2)NC2=C(C(NC=C2)=O)C(=O)NC2=CC=C(C=C2)N2CCN(CC2)C